(1S,3S)-1-((((1s,4R)-4-(3-(benzyloxy)phenyl)cyclohexyl)oxy)methyl)-3-(methylsulfonamido)cyclopentane-1-carboxamide C(C1=CC=CC=C1)OC=1C=C(C=CC1)C1CCC(CC1)OC[C@]1(C[C@H](CC1)NS(=O)(=O)C)C(=O)N